1-[3-(1-hydroxyethyl)-6-[5-[[1-(oxetan-3-yl)-4-piperidyl]oxy]benzimidazol-1-yl]-2-pyridyl]-5-methyl-pyrazole-3-carbonitrile OC(C)C=1C(=NC(=CC1)N1C=NC2=C1C=CC(=C2)OC2CCN(CC2)C2COC2)N2N=C(C=C2C)C#N